(4-(((R)-1-(3-amino-5-(trifluoromethyl)phenyl)ethyl)amino)-2-methyl-6-(((S)-tetrahydrofuran-3-yl)oxy)quinazoline-7-yl)(morpholino)methanone NC=1C=C(C=C(C1)C(F)(F)F)[C@@H](C)NC1=NC(=NC2=CC(=C(C=C12)O[C@@H]1COCC1)C(=O)N1CCOCC1)C